C(CCC)(=O)OC(C(=O)OC(C)C)(C)C isopropyl α-butanoyloxyisobutyrate